NC1CCN(CC1)C1=NC(=C2N=CN(C2=N1)C(C)C)NCC=1C(=NC=CC1)C=1C=NC(=CC1)C(C)(C)O 2-[3-({[2-(4-aminopiperidin-1-yl)-9-isopropylpurin-6-yl]amino}methyl)-[2,3'-bipyridin]-6'-yl]propan-2-ol